C(C)OC(C)=O.ClC1=C(C=CC=C1)C1=NOC(=C1Cl)C 3-o-chlorophenyl-5-methyl-4-isoxazolyl chloride ethyl-acetate